Di-isopropyl ether C(C)(C)OC(C)C